(2-amino-6-bromoimidazo[1,2-a]pyridin-3-yl)(cyclopropyl)methanone NC=1N=C2N(C=C(C=C2)Br)C1C(=O)C1CC1